FC1(C[C@H](CC1)[C@H](C(=O)NC1=NC(=NS1)CC)C1=CC=C(C=C1)C=1N=NN(N1)C)F (S)-2-((S)-3,3-Difluorocyclopentyl)-N-(3-ethyl-1,2,4-thiadiazol-5-yl)-2-(4-(2-methyl-2H-tetrazol-5-yl)phenyl)acetamide